1-[(2-chloro-5-oxido-6,7-dihydrothieno[3,2-d]pyrimidin-5-ium-4-yl)amino]cyclobutanecarbonitrile ClC=1N=C(C2=C(N1)CC[S+]2[O-])NC2(CCC2)C#N